tributyl-(cyclohex-2-en-1-yl)stannane C(CCC)[Sn](C1C=CCCC1)(CCCC)CCCC